8-(dimethylamino)-8-phenyl-3-(2-(pyridin-2-yl)pyrimidin-5-yl)-1,3-diazaspiro[4.5]decan-2-one CN(C1(CCC2(CN(C(N2)=O)C=2C=NC(=NC2)C2=NC=CC=C2)CC1)C1=CC=CC=C1)C